O1CCN(CC1)C=1C=NC(=NC1)N 5-morpholinopyrimidin-2-amine